ClC1=C(C(=CC=C1)Cl)N1C(N(C2=C(C1=O)C=NC1=C2C=C(N1)C=1C=NN(C1)C1CCN(CC1)C)C)=O 3-(2,6-dichlorophenyl)-1-methyl-8-(1-(1-methylpiperidin-4-yl)-1H-pyrazol-4-yl)-1H-pyrrolo[3',2':5,6]pyrido[4,3-d]pyrimidine-2,4(3H,7H)-dione